N1-((S)-1-(((S)-4-hydroxy-3-oxo-1-((S)-2-oxopiperidin-3-yl)butan-2-yl)amino)-4,4-dimethyl-1-oxopentan-2-yl)-N2-(3-(trifluoromethyl)phenyl)oxalamide OCC([C@H](C[C@H]1C(NCCC1)=O)NC([C@H](CC(C)(C)C)NC(C(=O)NC1=CC(=CC=C1)C(F)(F)F)=O)=O)=O